C1(CC1)NCC1(CN(C1)C(=O)OC(C)(C)C)F tert-butyl 3-[(cyclopropylamino) methyl]-3-fluoro-azetidine-1-carboxylate